2-amino-4-phosphonobutanoic acid NC(C(=O)O)CCP(=O)(O)O